FC([C@@H]1[C@](CN(CC1)C([2H])([2H])[2H])(C)CO)F ((3S,4S)-4-(difluoromethyl)-3-methyl-1-(methyl-d3)piperidin-3-yl)methanol